C(C)(C)N1N=CC(=N1)C=1C(=NC=CC1)N1CCN(CC1)[C@H]1CC2(CN(C2)C(=O)OCC)CC1 ethyl (6R)-6-[4-[3-(2-isopropyltriazol-4-yl)-2-pyridyl]piperazin-1-yl]-2-azaspiro[3.4]-octane-2-carboxylate